3-[(2-{[2-(3-chloro-4-fluorophenyl)-1-hydroxypropan-2-yl]amino}-1H-1,3-benzodiazol-4-yl)-methyl]-1,3-thiazolidin-2-one ClC=1C=C(C=CC1F)C(CO)(C)NC1=NC2=C(N1)C=CC=C2CN2C(SCC2)=O